hexane-1,6-diylbis(4-hydroxy-3-methoxybenzoate) C(CCCCCC1=C(C(=O)[O-])C=CC(=C1OC)O)C1=C(C(=O)[O-])C=CC(=C1OC)O